ClC1=NC(=C2N=CN(C2=N1)C[C@H]1OCCC1)N1[C@H](CN([C@@H](C1)C)C(C1=NC=C(C=C1)OC(F)(F)F)C1=CC=C(C=C1)F)C 2-chloro-6-((2S,5R)-4-((4-fluorophenyl)(5-(trifluoromethoxy)pyridin-2-yl)methyl)-2,5-dimethylpiperazin-1-yl)-9-(((S)-tetrahydrofuran-2-yl)methyl)-9H-purine